rac-N-{(3S,4S)-4-[([1,1'-biphenyl]-4-yl)methyl]-7-methyl-6-oxo-1,3,4,6-tetrahydro-2H-quinolizin-yl}methanesulfonamide C1(=CC=C(C=C1)C[C@@H]1CC[C@H](C2=CC=C(C(N12)=O)C)NS(=O)(=O)C)C1=CC=CC=C1 |&1:10|